FC(C1=NN=C(O1)C=1C=NC(=NC1)NC(CNS(=O)(=O)CC)C1=CC=C(C=C1)F)F N-(2-((5-(5-(difluoromethyl)-1,3,4-oxadiazol-2-yl)pyrimidin-2-yl)amino)-2-(4-fluorophenyl)ethyl)ethanesulfonamide